(3R)-tetrahydrofuran-3-ol O1C[C@@H](CC1)O